FC(C1=NN=C(O1)C=1C=C(SC1)CN1N=NC(=C1)C=1C=CC(=NC1)N)F 5-(1-((4-(5-(difluoromethyl)-1,3,4-oxadiazol-2-yl)thiophen-2-yl)methyl)-1H-1,2,3-triazol-4-yl)pyridin-2-amine